ClC=1C=C(C=C(C1)C(F)(F)F)C1(CC(=NO1)C1=CC(=C(C(=O)O)C=C1)C)C(F)(F)F 4-(5-(3-chloro-5-trifluoromethyl-phenyl)-5-trifluoromethyl-4,5-dihydro-isoxazol-3-yl)-2-methylbenzoic acid